trans-4-ethyl-4'-(4-propenylcyclohexyl)-1,1'-biphenyl C(C)C1=CC=C(C=C1)C1=CC=C(C=C1)[C@@H]1CC[C@H](CC1)C=CC